[13C8]octanesulfonamide [13CH2]([13CH2][13CH2][13CH2][13CH2][13CH2][13CH2][13CH3])S(=O)(=O)N